(4-(4-hydroxybutyl)-1-phenyl-1H-imidazol-2-yl)-3-(1-methyl-1H-pyrazol-4-yl)benzamide OCCCCC=1N=C(N(C1)C1=CC=CC=C1)C1=C(C(=O)N)C=CC=C1C=1C=NN(C1)C